C12C(C3CC(CC(C1)C3)C2)CCCCNC(=O)C2=NN(C(=C2C)C2=CC=C(C=C2)Cl)C2=C(C=C(C=C2)Cl)Cl N-(4-((1r,3r,5r,7r)-adamantan-2-yl)butyl)-5-(4-chlorophenyl)-1-(2,4-dichlorophenyl)-4-methyl-1H-pyrazole-3-carboxamide